9-chloro-2,3,4,5-tetrahydro-1,4-benzothiazepine ClC1=CC=CC=2CNCCSC21